COC1=CC=C(C=C1)C=1C=C2C=CC=CN2C1N1C2=CC=CC=C2SC=2C=CC=CC12 10-(2-(4-methoxyphenyl)indolizin-3-yl)-10H-phenothiazine